ClC1=CC=C2C(N(C=NC2=C1)CC1(CCN(CC1)C(CCC1=CC=CC=C1)=O)C#N)=O 4-((7-chloro-4-oxoquinazolin-3(4H)-yl)methyl)-1-(3-phenylpropionyl)piperidin-4-carbonitrile